1-((1-(5-cyano-4-methylpyridin-2-yl)-1H-pyrazol-4-yl)methyl)-3-(4-methyl-1-oxo-1,3-dihydroisobenzofuran-5-yl)piperidin-4-yl methylcarbamate CNC(OC1C(CN(CC1)CC=1C=NN(C1)C1=NC=C(C(=C1)C)C#N)C=1C(=C2COC(C2=CC1)=O)C)=O